O[C@]1(CN2[C@H](CO1)CN(CC2)C(=O)C2=C(C(=CC=C2)C=2N=COC2)Cl)C2=NC=C(C=C2)C(F)(F)F [(3S,9aS)-3-Hydroxy-3-[5-(trifluoromethyl)-2-pyridyl]-1,4,6,7,9,9a-hexahydropyrazino[2,1-c][1,4]oxazin-8-yl]-(2-chloro-3-oxazol-4-ylphenyl)methanon